BrCCCCCCCCCCCC\C=C/CO (2cis)-15-bromo-pentadec-2-en-1-ol